C(C)C1=C(C=C(C(=O)O)C=C1)S(NC1=C(C=CC(=C1)C=1OC=CN1)N1CCCCC1)(=O)=O 4-ethyl-3-(N-(5-(oxazol-2-yl)-2-(piperidin-1-yl)phenyl)sulfamoyl)benzoic acid